C(C1=CC=CC=C1)OC1=C(C=CC(=C1)OCC)C1(C(C=2C(=C3C=CC(OC3=CC2)(C)C)OC1)=O)O 3-(2-(benzyloxy)-4-ethoxyphenyl)-3-hydroxy-8,8-dimethyl-2,3-dihydropyrano[2,3-f]chromen-4(8H)-one